N-(3,4-dimethoxyphenethyl)acrylamide COC=1C=C(CCNC(C=C)=O)C=CC1OC